Ethyl (5-(2-fluoro-5-((6-methyl-4-oxo-3,4-dihydrophthalazin-1-yl)methyl)phenyl)-1H-benzoimidazol-2-yl)carbamate FC1=C(C=C(C=C1)CC1=NNC(C2=CC(=CC=C12)C)=O)C1=CC2=C(NC(=N2)NC(OCC)=O)C=C1